C(=O)(O)CCCCCCCCCCC(CCCCCC)OC(=O)C1=C(C(=O)O)C=CC=C1 2-(((17-Carboxyheptadecan-7-yl)oxy)carbonyl)benzoic acid